CC(C)CCCCCCCCCCCC(=O)SCCNC(=O)CCNC(=O)[C@@H](C(C)(C)COP(=O)(O)OP(=O)(O)OC[C@@H]1[C@H]([C@H]([C@@H](O1)N2C=NC3=C(N=CN=C32)N)O)OP(=O)(O)O)O The molecule is a methyl-branched fatty acyl-CoA that results from the formal condensation of the thiol group of coenzyme A with the carboxy group of isopentadecanoic acid. It is a methyl-branched fatty acyl-CoA, a long-chain fatty acyl-CoA and an 11,12-saturated fatty acyl-CoA. It derives from an isopentadecanoic acid. It is a conjugate acid of an isopentadecanoyl-CoA(4-).